2-(((2S)-4-(2-(4-cyano-2,3-dihydrobenzofuran-7-yl)-2-methylbenzo[d][1,3]dioxol-4-yl)-2-methylpiperidin-1-yl)methyl)-1-(((S)-oxetan-2-yl)methyl)-1H-benzo[d]imidazole-6-carboxylic acid C(#N)C1=CC=C(C2=C1CCO2)C2(OC1=C(O2)C=CC=C1C1C[C@@H](N(CC1)CC1=NC2=C(N1C[C@H]1OCC1)C=C(C=C2)C(=O)O)C)C